4-amino-2-chlorotoluene-5-sulfonic acid sodium salt [Na+].NC1=CC(=C(C)C=C1S(=O)(=O)[O-])Cl